CN(C1=CC(=C(C=C1)OC)NC(=O)CC=CC)C1=CC(OC2=CC=CC=C12)=O 4-(N-methyl-N-(4-methoxy-3-(but-2-ene-carbonylamino)phenyl)-amino)coumarin